CC1=NC2=CC=CC=C2C12CCCC2 methyl-spiro[cyclopentane-1,3'-indol]